COC(=O)C1=CC2=C(C=C1C)C1(CCN(CC1)CC1=CC=CC=C1)CO2 1'-Benzyl-5-methyl-2H-spiro[benzofuran-3,4'-piperidine]-6-carboxylic acid methyl ester